CC([C@H]1CC[C@H]2[C@@H]3CC[C@@H]4CCCC[C@]4(C)[C@H]3CC[C@]12C)=O 5b-pregnan-20-one